3-((9H-fluoren-9-yl)methyl)4-methyl-(4S,5R)-5-methyl-1,2,3-oxathiazolidine C1=CC=CC=2C3=CC=CC=C3C(C12)CN1SO[C@@H]([C@@H]1C)C